C1(CC1)C(=O)NC=1SC2=C(N1)C=CC=C2C=2C=C(C=CC2O)C2=CC=C(O2)P(O)(O)=O (5-(3-(2-(cyclopropanecarboxamido)benzo[d]thiazol-7-yl)-4-hydroxyphenyl)furan-2-yl)phosphonic acid